methyl-6-((6-fluoro-2-methylpyridin-3-yl)oxy)-2-methyl-3-(trifluoromethyl)benzoic acid CC1=C(C(=C(C(=O)O)C(=C1)OC=1C(=NC(=CC1)F)C)C)C(F)(F)F